C(N)(=O)C=1C=CC(=C(CN2C(N(C(C3=CC=C(C=C23)C(=O)NCC2=C(C=C(C=C2F)F)F)C)C)=O)C1)F 1-(5-carbamoyl-2-fluorobenzyl)-3,4-dimethyl-2-oxo-N-(2,4,6-trifluorobenzyl)-1,2,3,4-tetrahydro-quinazoline-7-carboxamide